C(C=C)N1CC[Si](CC1)(C)CN (1-allyl-4-methyl-1,4-azasilinan-4-yl)methanamine